1-(4-((4-(4-amino-3-(4-phenoxyphenyl)-1H-pyrazolo[3,4-d]pyrimidin-1-yl)piperidin-1-yl)methyl)-3-fluorophenyl)dihydropyrimidine-2,4(1H,3H)-dione NC1=C2C(=NC=N1)N(N=C2C2=CC=C(C=C2)OC2=CC=CC=C2)C2CCN(CC2)CC2=C(C=C(C=C2)N2C(NC(CC2)=O)=O)F